OC1=C(C(=CC(=C1)C)C)C(\C=C\C1=CC=C(C=C1)C)=O (E)-1-(2-Hydroxy-4,6-dimethylphenyl)-3-(4-methylphenyl)prop-2-en-1-one